3-{4-[(2-cyclopropylethyl)(1,4-dioxaspiro[4.5]decan-8-yl)amino]-7-fluoro-1-oxo-3H-isoindol-2-yl}piperidine-2,6-dione C1(CC1)CCN(C1=C2CN(C(C2=C(C=C1)F)=O)C1C(NC(CC1)=O)=O)C1CCC2(OCCO2)CC1